FC=1C=CC2=C(N=C(O2)CO)C1 5-fluorobenzo[d]oxazole-2-ylmethanol